(E)-1-(4-Bromophenyl)-3-(3-chloro-4-hydroxyphenyl)prop-2-en-1-one BrC1=CC=C(C=C1)C(\C=C\C1=CC(=C(C=C1)O)Cl)=O